(E)-4-(5-methylthiothiophen-2-yl)-2-(p-tolyl)prop-2-en-1-one CSC1=CC=C(S1)C1(CC=C(C=C1)C)C(C=O)=C